COC=1C=C2[C@]3(C(NC2=CC1)=O)[C@@H](C3)C3=CC=C1C(=NNC1=C3)NC3=CC(=NC=C3OC)C (1R,2S)-5'-methoxy-2-{3-[(5-methoxy-2-methylpyridin-4-yl)amino]-1H-indazol-6-yl}spiro[cyclopropane-1,3'-indol]-2'(1'H)-one